ethyl 4-{2-[(3-{[(5-methylfuran-2-yl)methyl]carbamoyl}phenyl)amino]pyrimidin-5-yl}benzoate CC1=CC=C(O1)CNC(=O)C=1C=C(C=CC1)NC1=NC=C(C=N1)C1=CC=C(C(=O)OCC)C=C1